tin iron [Fe].[Sn]